N-[5-[2-[[4-(Dimethylamino)cyclohexyl]amino]-8-isopropyl-7-oxo-pteridin-6-yl]-6-methyl-2-pyridyl]-2-chloro-benzenesulfonamide CN(C1CCC(CC1)NC1=NC=2N(C(C(=NC2C=N1)C=1C=CC(=NC1C)NS(=O)(=O)C1=C(C=CC=C1)Cl)=O)C(C)C)C